2-(7-((2S,5R)-2,5-diethyl-4-(1-(1-propyl-1H-benzo[d]imidazol-2-yl)ethyl)piperazin-1-yl)-4-methyl-5-oxo-4,5-dihydro-2H-pyrazolo[4,3-b]pyridin-2-yl)acetonitrile C(C)[C@@H]1N(C[C@H](N(C1)C(C)C1=NC2=C(N1CCC)C=CC=C2)CC)C=2C=1C(N(C(C2)=O)C)=CN(N1)CC#N